tert-butyl N-((1R,2S,5S)-2-((2-((5-chloropyridin-2-yl)amino)-2-oxoacetyl)amino)-5-(dimethylcarbamoyl)cyclohexyl)carbamate ClC=1C=CC(=NC1)NC(C(=O)N[C@@H]1[C@@H](C[C@H](CC1)C(N(C)C)=O)NC(OC(C)(C)C)=O)=O